2-((4-(6-((6-cyanobenzo[d]thiazol-2-yl)methoxy)pyridin-2-yl)piperidin-1-yl)methyl)-1-((1-ethyl-1H-imidazol-5-yl)methyl)-1H-benzo[d]imidazole-6-carboxylic acid C(#N)C1=CC2=C(N=C(S2)COC2=CC=CC(=N2)C2CCN(CC2)CC2=NC3=C(N2CC2=CN=CN2CC)C=C(C=C3)C(=O)O)C=C1